ONC(=O)C[C@@H](CC1=CC2=CC=CC=C2C=C1)N1N=NC(=C1)CNC(C1=CC=CC=C1)=O N-[1-((R)-2-Hydroxycarbamoyl-1-naphthalin-2-ylmethyl-ethyl)-1H-[1,2,3]triazol-4-ylmethyl]-benzamid